(4-(4-butylcyclohexyl)phenyl)boric acid C(CCC)C1CCC(CC1)C1=CC=C(C=C1)OB(O)O